C(C1=CC=CC=C1)OC(=O)N[C@@H](C(=O)OCC1=CC=CC=C1)CNC(C1=CC(=CC(=C1)C1(CC1)C)F)=O (R)-benzyl 2-(((benzyloxy)carbonyl)amino)-3-(3-fluoro-5-(1-methylcyclopropyl)benzamido)propanoate